CC1(C=CC2=C(O1)C=C(C3=C2OC4=C(C3=O)C=CC(=C4O)O[C@H]5[C@@H](OC6=C5C7=C(C(=C6)O)C(=O)C8=C(O7)C(=C(C=C8)O)O)C(C)(C)O)O)C The molecule is a member of the class of pyranoxanthones isolated from Hypericum japonicum. It has been found to exhibit inhibitory activity against platelet-activating factor (PAF)-induced hypertension. It has a role as an antineoplastic agent. It is a member of pyranoxanthones and a polyphenol.